(1R,3aS,5aR,6R,7S,9aR,11aR)-1-[(2R)-5-(Hydroxycyclopropyl)pent-2-yl]-9a,11a-dimethylhexadecahydro-1H-cyclopenta[1,2-a]phenanthrene-6,7-diol OC1(CC1)CCC[C@@H](C)[C@H]1CC[C@@H]2[C@@]1(CCC1[C@]3(CC[C@@H]([C@@H]([C@@H]3CCC21)O)O)C)C